4-iodo-2-(6-azaspiro[2.5]octan-6-yl)-N-(1,2,3,4-tetrahydro-1,4-methylenebenzo[4,5]imidazo[1,2-a]pyridin-6-yl)benzamide IC1=CC(=C(C(=O)NC2=CC=CC3=C2N=C2N3C3CCC2C3)C=C1)N1CCC3(CC3)CC1